8-(4-chlorobenzoylamino)octanoic acid ClC1=CC=C(C(=O)NCCCCCCCC(=O)O)C=C1